(1,2,3,4-tetrahydroisoquinolin-5-yl)methanone C1NCCC2=C(C=CC=C12)C=O